(R)-N-Methyl-1,2,3,4,4a,5-hexahydro-7H-pyrazino[2,1-c]pyrido[3,2-e][1,4]oxazepine-9-carboxamide hydrochloride Cl.CNC(=O)C=1C=CC=2N3[C@@H](COCC2N1)CNCC3